N-[4-(cyclopropoxy)-2,3-difluoro-phenyl]-6-[(3S)-pyrrolidin-3-yl]oxy-pyrido[3,2-d]pyrimidin-4-amine C1(CC1)OC1=C(C(=C(C=C1)NC=1C2=C(N=CN1)C=CC(=N2)O[C@@H]2CNCC2)F)F